CC(CC(=O)NC1CCC(CC1)CCN1CC2(CN(C2)C2=NC=NC=C2OC2=C(C(=O)N(C(C)C)C(C)C)C=C(C=C2)F)C1)(C)C 2-((4-(6-(2-((1r,4r)-4-(3,3-dimethyl-butanamido)cyclohexyl)ethyl)-2,6-diazaspiro[3.3]heptan-2-yl)pyrimidin-5-yl)oxy)-5-fluoro-N,N-diisopropyl-benzamide